CC(=CCCCCCCCCCCCCCCC)O 1-Methylheptadecenol